N1[C@H](CCC1=O)C(=O)O (R)-(+)-pyroglutamic acid